(S)-4-(5-(5-fluoro-2-methoxypyridin-4-yl)-1H-pyrazole-3-carbonyl)-N-((S)-1-(pyridin-3-yl)pyrrolidin-3-yl)-4-azaspiro[2.5]octane-7-carboxamide FC=1C(=CC(=NC1)OC)C1=CC(=NN1)C(=O)N1C2(CC2)C[C@H](CC1)C(=O)N[C@@H]1CN(CC1)C=1C=NC=CC1